N-(p-fluorophenyl)benzothiazolium FC1=CC=C(C=C1)[N+]1=CSC2=C1C=CC=C2